2-(1-(5-oxo-6,7-dihydro-5H-cyclopenta[d]pyrimidin-2-yl)piperidin-4-yl)acetamide O=C1CCC=2N=C(N=CC21)N2CCC(CC2)CC(=O)N